4-amino-N-(2,2,2-trifluoroethyl)-N-(5-(trifluoromethyl)-2,3-dihydro-1H-inden-1-yl)imidazo[1,5-a]quinoxaline-8-carboxamide NC=1C=2N(C3=CC(=CC=C3N1)C(=O)N(C1CCC3=CC(=CC=C13)C(F)(F)F)CC(F)(F)F)C=NC2